FC(C1=C(OC[C@H]2CN(CC2)C(=O)OC(C)(C)C)C=CC=C1)(F)F |r| (±)-tert-butyl 3-((2-(trifluoromethyl)phenoxy)methyl)pyrrolidine-1-carboxylate